C(C1=CC=CC=C1)NC(=O)C1CN(C2=C(O1)C=C(C=C2)C(=O)NO)C N2-benzyl-N7-hydroxy-4-methyl-3,4-dihydro-2H-benzo[b][1,4]oxazine-2,7-dicarboxamide